3-([1,1'-biphenyl]-2-ylethynyl)-N-(4-methoxyphenyl)-1H-indazole-5-carboxamide C1(=C(C=CC=C1)C#CC1=NNC2=CC=C(C=C12)C(=O)NC1=CC=C(C=C1)OC)C1=CC=CC=C1